Diethyl Sulphide C(C)SCC